FC1=C(C(=C(C(=C1[B-](C1=C(C(=C(C(=C1F)F)F)F)F)(C1=C(C(=C(C(=C1F)F)F)F)F)C1=C(C(=C(C(=C1F)F)F)F)F)F)F)F)F.CN(C1=CC=CC=C1)C N,N-dimethylaniline tetra(pentafluorophenyl)borate